2-(3-acetyl-5-((trimethylsilyl)ethynyl)-1H-indol-1-yl)-N-(2-((3-chloro-2-fluorobenzyl)amino)-2-oxoethyl)-N-isopropylacetamide C(C)(=O)C1=CN(C2=CC=C(C=C12)C#C[Si](C)(C)C)CC(=O)N(C(C)C)CC(=O)NCC1=C(C(=CC=C1)Cl)F